C(CCCCCCCC)C=1C(C(C2=CC=CC=C2C1)=O)CCCCCCCCC dinonylnaphthalone